C1(C=2C(C(N1[C@H]1[C@H](OC)O[C@@H]([C@H]([C@@H]1O)O)CO)=O)=CC=CC2)=O methyl 2-deoxy-2-phthalimido-β-D-glucopyranoside